NC1=C(C=O)C=C(C(=C1)OC)OCC 2-AMINO-5-ETHOXY-4-METHOXYBENZALDEHYDE